CN1C(C2=C(C(=C1)C1=CC(N(C=C1C1=CC=CC=C1)C)=O)C=C(N2)C=2C(N(C=CC2)C)=O)=O 6-methyl-2-(1-methyl-2-oxo-1,2-dihydropyridin-3-yl)-4-(1-methyl-2-oxo-5-phenyl-1,2-dihydropyridin-4-yl)-1,6-dihydro-7H-pyrrolo[2,3-c]pyridin-7-one